N1=C(C=CC=C1)C(=O)OC1=CC(=CC=C1)C 2-(3-methylphenyl) pyridinate